C(C1=CC=CC=C1)N1C[C@H](C(CC1)=O)C(=O)OC |r| methyl (3RS)-1-benzyl-4-oxopiperidine-3-carboxylate